BrC1=CC(=C(C(=C1)[N+](=O)[O-])N[C@@H]1CN(CC[C@@H]1NC(=O)C1=CN=CC2=CC=CC=C12)C)C(NC)=O N-((3R,4S)-3-((4-bromo-2-(methylcarbamoyl)-6-nitrophenyl)amino)-1-methylpiperidin-4-yl)isoquinoline-4-carboxamide